ClC=1N=C(C2=C(N1)C=C(S2)C)NC=2N=CN(C2)C2=CC=CC=C2 2-chloro-6-methyl-N-(1-phenyl-1H-imidazol-4-yl)thieno[3,2-d]pyrimidin-4-amine